CC1(CCC1)N 1-methylcyclobutan-1-amine